6-amino-9-[(4-bromophenyl)methyl]-2-[S(R)-ethylsulphonyl]-N-methyl-8-oxo-N-propyl-purine-7-carboxamide NC1=C2N(C(N(C2=NC(=N1)S(=O)(=O)CC)CC1=CC=C(C=C1)Br)=O)C(=O)N(CCC)C